CC=1C2C(NC(C1C(\C=C\C1=CC=C(C=C1)C)=O)=O)SC=C2 (E)-4-methyl-5-(3-(p-tolyl)acryloyl)-7,7a-dihydrothieno[2,3-b]pyridin-6(3aH)-one